C(CCCCCCCCCCC)N(CCN(CCN1CCN(CC1)CCN(CCCCCC(=O)OCCCCC)CCCCCC(=O)OCCCCC)CCCCCCCCCCCC)CCCCCCCCCCCC Dipentyl 6,6'-((2-(4-(2-((2-(didodecylamino)ethyl)(dodecyl)amino)ethyl)piperazin-1-yl)ethyl)azanediyl)dihexanoate